COC1=CC=C(C=C1)CN1CCN(CC1)CCS(=O)(=O)NCC1=NC=CC=C1 2-{4-[(4-methoxyphenyl)methyl]piperazin-1-yl}-N-(pyridin-2-ylmethyl)ethanesulfonamide